[Br-].[Br-].C(C)(C)N1CN(C=C1)CN1CN(C=C1)C(C)C 1,1'-diisopropyl-3,3'-methylenediimidazole dibromide